FC(CCCCCCCCCCC(CN1C(C2=C(N(C(C2=C1C=1SC=CC1)=O)CC(CCCCCCCCCCC(C(C(C(F)(F)F)(F)F)(F)F)(F)F)CCCCCCCCCCC(C(C(C(F)(F)F)(F)F)(F)F)(F)F)C=1SC=CC1)=O)CCCCCCCCCCC(C(C(C(F)(F)F)(F)F)(F)F)(F)F)(C(C(C(F)(F)F)(F)F)(F)F)F 2,5-bis(13,13,14,14,15,15,16,16,16-nonafluoro-2-(11,11,12,12,13,13,14,14,14-nonafluorotetradecyl)hexadecyl)-3,6-bis(thiophen-2-yl)-2,5-dihydropyrrolo[3,4-c]pyrrole-1,4-dione